CN1C(C2=CC=C(C=C2C1)N(C1=CC=C(C=C1)C)C)CNC1=C(C(=O)O)C=CN=C1 3-(((2-methyl-5-(methyl(p-tolyl)amino)isoindolin-1-yl)methyl)amino)isonicotinic acid